ClC=1C=C(OC2=CC=NC3=CC(=C(C=C23)C(=O)N)OC)C=CC1NC(=O)NC1CC1 4-[3-chloro-4-(cyclopropylaminocarbonyl)aminophenoxy]7-methoxy-6-quinolinecarboxamide